C(C)(C)(C)OC(=O)NC1=C(N=C(S1)N1CCN(CC1)CC1=CC=C(C=C1)OC)C(=O)OCC ethyl 5-((tert-butoxycarbonyl)amino)-2-(4-(4-methoxybenzyl)piperazin-1-yl)thiazole-4-carboxylate